O[C@H]1[C@@H]([C@H](O[C@H]([C@H]1O)CO)OCCCC#C)NC(C)=O N-((2S,3S,4S,5S,6S)-4,5-dihydroxy-6-(hydroxymethyl)-2-(pent-4-yn-1-yloxy)tetrahydro-2H-pyran-3-yl)acetamide